[2H]C([2H])([2H])NCC1=CC=CC=C1 N-methylbenzylamine-d3